[N+](=O)([O-])C=1C=C2C(=NN(C2=CC1)C1OCCCC1)C=1NC2=C(N1)CNC2 2-(5-nitro-1-(tetrahydro-2H-pyran-2-yl)-1H-indazol-3-yl)-4,6-dihydropyrrolo[3,4-d]imidazole